C1CCN2CCCC12COC=1N=C(C2=C(N1)CN(CC2)C2=CC=CC1=CC=CC(=C21)C)O 2-((hexahydro-1H-pyrrolizin-7a-yl)methoxy)-7-(8-methylnaphthalen-1-yl)-5,6,7,8-tetrahydropyrido[3,4-d]pyrimidin-4-ol